C(C)(C)(C)S(=O)C(C)(C)C (R)-tert-butyl sulfoxide